C(=O)C1=CC=C(C=C1)C1=CC=C(C2=C1C=CO2)C2=CC=C(C=C2)C=O 4,7-bis(4-formylphenyl)benzofuran